2-(2,3-dihydropyrrolo[3',2':5,6]pyrido[2,3-b][1,4]oxazin-1(6H)-yl)-N-((4-(((4-fluorotetrahydro-2H-pyran-4-yl)methyl)amino)-3-nitrophenyl)sulfonyl)benzamide N1(C2=C(OCC1)N=C1C(=C2)C=CN1)C1=C(C(=O)NS(=O)(=O)C2=CC(=C(C=C2)NCC2(CCOCC2)F)[N+](=O)[O-])C=CC=C1